3-(2-Thiazolyl)propionic acid S1C(=NC=C1)CCC(=O)O